C(\C=C\C)(=O)OC(C(C)=C)C 2-methylene-3-butyl crotonate